C(C)(=O)C=1C(=NC(=CC1)N1C=NC2=C1C=CC(=C2)NC=2N=NC(=CC2)C)N2N=C(C=C2C#N)C 2-[3-acetyl-6-[5-[(6-methylpyridazin-3-yl)amino]benzimidazol-1-yl]-2-pyridyl]-5-methyl-pyrazole-3-carbonitrile